6-(6-Chloro-1-(2-isopropyl-4-methylpyridin-3-yl)-7-(2-methoxyphenyl)-2-oxo-1,2-Dihydropyrido[2,3-d]pyrimidin-4-yl)-2,6-diazaspiro[3.3]heptane-2-carboxylate ClC1=CC2=C(N(C(N=C2N2CC3(CN(C3)C(=O)[O-])C2)=O)C=2C(=NC=CC2C)C(C)C)N=C1C1=C(C=CC=C1)OC